5-methyl-1H-pyrrole-2-carboxylic acid CC1=CC=C(N1)C(=O)O